BrC1=C(C=C(C=C1)F)NC1CSC1 N-(2-bromo-5-fluorophenyl)thietan-3-amine